N(=[N+]=[N-])CCOCCOCCOC1=CC(=C(C=C1)C=1SC=C(N1)CC(=O)NCC(=O)O)Cl (2-(2-(4-(2-(2-(2-AZIDOETHOXY)ETHOXY)ETHOXY)-2-CHLOROPHENYL)THIAZOL-4-YL)ACETYL)GLYCINE